1,2-bis(dimethoxyphenyl-silyl)ethane CO[Si](CC[Si](C1=CC=CC=C1)(OC)OC)(C1=CC=CC=C1)OC